C(#N)/C=C/C(=O)OC1(CCC1)C1=CC=C(C=C1)C(F)(F)F 1-(4-(trifluoromethyl)phenyl)cyclobutyl (E)-3-cyanoacrylate